monomethyl alcohol acrylate C(C=C)(=O)OC